4-((3-cyanobenzyl)amino)-2-((1-methyl-1H-pyrazol-4-yl)amino)pyrimidin-5-carboxamide C(#N)C=1C=C(CNC2=NC(=NC=C2C(=O)N)NC=2C=NN(C2)C)C=CC1